ClC1=C(CC[C@@]2(CN(CCC2)C2=CC(=C(C(=C2)F)S(=O)(=O)N(C2=NC=NC=C2)CC2=C(C=C(C=C2)OC)OC)F)N(C)C)C=CC=C1C(F)(F)F (R)-4-(3-(2-chloro-3-(trifluoromethyl)phenethyl)-3-(dimethylamino)piperidin-1-yl)-N-(2,4-dimethoxybenzyl)-2,6-difluoro-N-(pyrimidin-4-yl)benzenesulfonamide